C(C1=CC(O)=C(O)C(O)=C1)(=O)OCCCCCCCCCCCCCCCCCCC nonadecyl gallate